Diammonium phosphate Monoammonium phosphate P(=O)([O-])([O-])[O-].[NH4+].P(=O)(O)(O)O.[NH4+].[NH4+]